2,5-dibromo-N-cyclopropyl-thiophene-3-carboxamide BrC=1SC(=CC1C(=O)NC1CC1)Br